ClC=1C=NN2C1C(=CC(=C2)OCC)C=2C=CC(=NC2)N2C[C@@H]([C@H](CC2)NC(OC(C)(C)C)=O)O tert-butyl ((3S,4S)-1-(5-(3-chloro-6-ethoxypyrazolo[1,5-a]pyridin-4-yl)pyridin-2-yl)-3-hydroxypiperidin-4-yl)carbamate